C(C)SCCC1=C(C=CC=C1)F ethyl[(2-fluorophenyl) ethyl] sulfide